2-Bromoadenosine BrC=1N=C(C=2N=CN([C@H]3[C@H](O)[C@H](O)[C@@H](CO)O3)C2N1)N